ClC=1C=CC(=C(C1)C1=NC=NC(=C1)OC)N1N=NC(=C1)C1CC1 4-(5-chloro-2-(4-cyclopropyl-1H-1,2,3-triazol-1-yl)phenyl)-6-methoxypyrimidine